4-(2,6-dioxopiperidin-3-yl)benzenesulfonyl fluoride O=C1NC(CCC1C1=CC=C(C=C1)S(=O)(=O)F)=O